N-((R,E)-4-(methylsulfonyl)but-3-en-2-yl)nicotinamide CS(=O)(=O)/C=C/[C@@H](C)NC(C1=CN=CC=C1)=O